(S)-(+)-3-chloro-1,2-propanediol C([C@@H](CCl)O)O